8-((3-(cyclopropanesulfonamido)propyl)(8-oxo-8-(undecan-3-yloxy)octyl)amino)caprylic heptadecan-9-yl ester CCCCCCCCC(CCCCCCCC)OC(CCCCCCCN(CCCCCCCC(OC(CC)CCCCCCCC)=O)CCCNS(=O)(=O)C1CC1)=O